CC=1SC2=NC(=CC=C2N1)B(O)O (2-Methylthiazolo[5,4-b]pyridin-5-yl)boronic acid